(R)-3-amino-4-cyclopropyl-6-(3-(5-(3-hydroxy-1-methyl-2-oxopyrrolidin-3-yl)isoxazol-3-yl)phenyl)pyridine NC=1C=NC(=CC1C1CC1)C1=CC(=CC=C1)C1=NOC(=C1)[C@]1(C(N(CC1)C)=O)O